N(CCOC(C(=O)O)CC(=O)O)(CCOC(C(=O)O)CC(=O)O)CCOC(C(=O)O)CC(=O)O 2,2',2''-[nitrilotris(2,1-ethanediyloxy)]tris[butanedioic acid]